2,2a,7,8a-tetrahydro-1H-azeto[2',3':4,5]thiazolo[3,2-a]pyridine-8a-carboxylic acid N1CC2C1(N1C(=CC=CC1)S2)C(=O)O